CC=1OC2=C(C1C(=O)NC1CCC(CC1)NC1=CC(=NC3=CC=CC=C13)C(F)(F)F)C=CC=C2 2-methyl-N-[(1s,4s)-4-{[2-(trifluoromethyl)quinolin-4-yl]amino}cyclohexyl]-1-benzofuran-3-carboxamide